ClC1=CC=C(C=C1)\C=C(/C(C(C)(C)C)O)\N1N=CN=C1 (E)-1-p-chlorophenyl-2-(1,2,4-triazol-1-yl)-4,4-dimethyl-1-penten-3-ol